[Au].[Ti] titanium-gold